methyl N-(N-(tert-butoxycarbonyl)-N-methyl-L-leucyl)-N,O-dimethylhomoserinate C(C)(C)(C)OC(=O)N([C@@H](CC(C)C)C(=O)N([C@@H](CCOC)C(=O)OC)C)C